O=C1NC(CCC1N1C(C2=CC=C(C=C2C1)CC(C(=O)N)C1C(C1)N1N=CC(=C1)C1=NC2=CC=CC=C2N=C1)=O)=O ((2-(2,6-Dioxopiperidin-3-yl)-1-oxoisoindolin-5-yl)methyl)-2-(2-(4-(quinoxalin-2-yl)-1H-pyrazol-1-yl)cyclopropyl)acetamide